O[C@H]1C[C@@H](CCCC1)N1C(C2(C3=C1N=C(N=C3)NC=3C(=NNC3)OC)CC2)=O 7'-((1R,3R)-3-hydroxycycloheptyl)-2'-((3-methoxy-1H-pyrazol-4-yl)amino)spiro[cyclopropane-1,5'-pyrrolo[2,3-d]pyrimidin]-6'(7'H)-one